N-(4-(chlorodifluoromethoxy)phenyl)-1,1,2-trimethyl-3-oxo-7-(pyridin-3-yl)isoindoline-5-carboxamide ClC(OC1=CC=C(C=C1)NC(=O)C=1C=C2C(N(C(C2=C(C1)C=1C=NC=CC1)(C)C)C)=O)(F)F